N2-((3R,4R)-3-fluoro-1-methylpiperidin-4-yl)-N4-methyl-5-(pyrazolo[1,5-a]pyrimidin-5-yl)-7H-pyrrolo[2,3-d]pyrimidine-2,4-diamine F[C@@H]1CN(CC[C@H]1NC=1N=C(C2=C(N1)NC=C2C2=NC=1N(C=C2)N=CC1)NC)C